8-hydroxy-eicosatetraenoic acid OC(C=CC=CC=CC(=O)O)=CCCCCCCCCCCC